ClC=1C(=NC(=C(C1)C#N)N1C[C@H](C([C@H](C1)C)(F)F)C)NC=1C=C2C=C(C(=NC2=CC1)OCC1COC1)OCC(=O)NC 2-((6-((3-chloro-5-cyano-6-((3R,5S)-4,4-difluoro-3,5-dimethylpiperidin-1-yl)pyridin-2-yl)amino)-2-(oxetan-3-ylmethoxy)quinolin-3-yl)oxy)-N-methylacetamide